N-(2-methanesulfonylethyl)-N-methylbenzamide CS(=O)(=O)CCN(C(C1=CC=CC=C1)=O)C